10-methyl-6-methyleneundeca-1,9-dien-4-yne CC(=CCCC(C#CCC=C)=C)C